ClC=1C(=NC(=NC1)NC=1C=C(C2=C(COB2O)C1)C)N[C@@H]1COCC[C@H]1C#N (trans)-3-[[5-chloro-2-[(1-hydroxy-7-methyl-3H-2,1-benzoxaborol-5-yl)amino]pyrimidin-4-yl]amino]tetrahydropyran-4-carbonitrile